COC(C=CCCCCCCCCCCCCCCCCC)=O eicosenoic acid methyl ester